COC(CC[C@@H](C)[C@H]1CC[C@H]2[C@@H]3C(C[C@@H]4CCCC[C@]4(C)[C@H]3CC[C@]12C)=O)=O 7-keto-5β-cholan-24-oic acid methyl ester